ICCOC 1-iodo-2-methoxy-ethane